C1(=CC=CC=C1)N1C(=NC(=C1)C1=CC(=CC(=C1)C=1N=C(N(C1)C1=CC=CC=C1)CC1=CC=CC=C1)C=1N=C(N(C1)C1=CC=CC=C1)CC1=CC=CC=C1)CC1=CC=CC=C1 1,3,5-tris(N-phenyl-2-benzylimidazolyl)benzene